2-chloro-N-(2'-(4,4-difluorocyclohexyl)-[2,4'-bipyridyl]-3'-yl)pyrimidine-5-carboxamide ClC1=NC=C(C=N1)C(=O)NC=1C(=NC=CC1C1=NC=CC=C1)C1CCC(CC1)(F)F